(2S)-2-amino-3-(3,5-dichlorophenyl)propionic acid N[C@H](C(=O)O)CC1=CC(=CC(=C1)Cl)Cl